2-(5-methoxynaphthalen-1-yl)ethan-1-amine COC1=C2C=CC=C(C2=CC=C1)CCN